4-(3-((5-(difluoromethyl)-2-((2-ethyl-4-((1R,5S)-8-methyl-3,8-diazabicyclo[3.2.1]octan-3-yl)phenyl)amino)pyrimidin-4-yl)amino)propyl)-6,6-dimethyl-1,4-oxazepan-5-one FC(C=1C(=NC(=NC1)NC1=C(C=C(C=C1)N1C[C@H]2CC[C@@H](C1)N2C)CC)NCCCN2CCOCC(C2=O)(C)C)F